OC1=C(C(=CC(=C1)CC(=O)O)O)[C@H]1[C@@H](CCC(=C1)C)C(=C)C 2-((1'r,2'r)-2,6-dihydroxy-5'-methyl-2'-(prop-1-en-2-yl)-1',2',3',4'-tetrahydro-[1,1'-biphenyl]-4-yl)acetic acid